acetic acid sodium salt monohydrate O.[Na+].C(C)(=O)[O-]